n-Octyliminodipropionat C(CCCCCCC)N(CCC(=O)[O-])CCC(=O)[O-]